CC1(OB(OC1(C)C)C1=CC(=CC=C1)C=1C=CC2=C(C=3C4=CC=CC=C4C4=C(C3C=3C=CC=CC23)C=CC=C4)C1)C 4,4,5,5-tetramethyl-2-[3-(2-dibenzo[g,p]chrysenyl)phenyl]-1,3,2-dioxaborolane